BrC1=C(C(=C(C(=C1)Cl)Br)Br)Cl 1,3,4-tribromo-2,5-dichlorobenzene